methyl cis-2-((2',3'-difluorobiphenyl-3-yl)methyl)-3-((methylsulfonyl)amino)piperidine-1-carboxylate FC1=C(C=CC=C1F)C1=CC(=CC=C1)C[C@@H]1N(CCC[C@@H]1NS(=O)(=O)C)C(=O)OC